ClC=1C(=C(CNC(=O)[C@H]2N(C[C@@H](C2)F)C(CN2C=CC3=C2N=CC2=C3NC(NC2=O)=O)=O)C=CC1)F (2S,4R)-N-(3-chloro-2-fluorobenzyl)-1-(2-(2,4-dioxo-3,4-dihydro-1H-pyrrolo[3',2':5,6]pyrido[4,3-d]pyrimidin-7(2H)-yl)acetyl)-4-fluoropyrrolidine-2-carboxamide